F[C@H]1[C@@H](CN(CC1)C1=NC2=C(N1CC1=NC=C(C=N1)OC)C=CC(=C2)F)N (3R,4R)-4-Fluoro-1-(5-fluoro-1-((5-methoxypyrimidin-2-yl)methyl)-1H-benzo[d]imidazol-2-yl)piperidin-3-amin